COCC[C@@H]1COC2=CC=CC=C2[C@H]1N trans-3-(2-methoxyethyl)chroman-4-amine